O=C1NC(CCC1N1C(N(C2=C1C=CC(=C2)CCN2CCN(CC2)C(=O)C2CCC(CC2)NC(OC(C)(C)C)=O)C)=O)=O Tert-butyl N-[4-[4-[2-[1-(2,6-dioxo-3-piperidyl)-3-methyl-2-oxo-benzimidazol-5-yl]ethyl]piperazine-1-carbonyl]cyclohexyl]carbamate